tert-Butyl 2-((((9H-fluoren-9-yl)methoxy) carbonyl)(methyl)amino)-4-(5-iodopyridin-3-yl)butanoate C1=CC=CC=2C3=CC=CC=C3C(C12)COC(=O)N(C(C(=O)OC(C)(C)C)CCC=1C=NC=C(C1)I)C